(S)-10-((1,3-dioxoisoindolin-2-yl)methyl)-4-ethyl-4,9-dihydroxy-1,12-dihydro-14H-pyrano[3',4':6,7]indolizino[1,2-b]quinoline-3,14(4H)-dione O=C1N(C(C2=CC=CC=C12)=O)CC=1C=2C=C3C(=NC2C=CC1O)C1=CC2=C(C(N1C3)=O)COC([C@]2(O)CC)=O